The molecule is a pyridopyrimidine that is 9-methyl-2,4-dioxo-2H-pyrido[1,2-a]pyrimidine substituted at positions 1 and 3 by (2-chloro-1,3-thiazol-5-yl)methyl and 3,5-dichlorophenyl. A mesionic insecticide used for control of rice hoppers. It has a role as an agrochemical. It is an iminium betaine, an organochlorine insecticide, a dichlorobenzene, a member of 1,3-thiazoles and a pyridopyrimidine. CC1=CC=CN2C1=[N+](C(=C(C2=O)C3=CC(=CC(=C3)Cl)Cl)[O-])CC4=CN=C(S4)Cl